(R)-1-((8-(2,2'-dichloro-3'-(5-(((2-hydroxyethyl)amino)methyl)-6-methoxypyridin-2-yl)-[1,1'-biphenyl]-3-yl)-4-oxo-4H-pyrido[1,2-a]pyrimidin-3-yl)methyl)pyrrolidine ClC1=C(C=CC=C1C1=CC=2N(C(C(=CN2)CN2CCCC2)=O)C=C1)C1=C(C(=CC=C1)C1=NC(=C(C=C1)CNCCO)OC)Cl